NC=1C(=C(C=CC1)C1=CC(=CC=C1)C(=O)[O-])O 3'-amino-2'-hydroxy-[1,1'-biphenyl]-3-carboxylate